C(CCCCCCCCC)C1=CC=C(C=C1)C1=NOC(=N1)CNC([C@H](CC(C)C)NC(OC(C)(C)C)=O)=O tert-butyl (S)-(1-(((3-(4-decylphenyl)-1,2,4-oxadiazol-5-yl)methyl)amino)-4-methyl-1-oxopentan-2-yl)carbamate